CN(S(=O)(=O)NC([C@H](CC(=O)N1CC2=CC(=C(C=C2C1)OCCCOC1=CC2=C(SC(=C2)C(C[C@@H](C(=O)O)C)=O)C=C1OC)OC)C)=O)C (S)-4-(5-(3-((2-((S)-4-((N,N-dimethylsulfamoyl)amino)-3-methyl-4-oxo-butanoyl)-6-methoxy-isoindolin-5-yl)oxy)propoxy)-6-methoxy-benzo[b]thiophen-2-yl)-2-methyl-4-oxobutanoic acid